ClC1=C(C=CC=C1)[C@@H]1CC[C@H](N1C(C1=CC(=CC=C1)OC)=O)C(=O)O (2S,5S)-5-(2-chlorophenyl)-1-(3-methoxybenzoyl)pyrrolidine-2-carboxylic acid